ON(CCN)CCC[Si](OC)(OC)CC(C)C 2-(hydroxy(3-(isobutyldimethoxysilyl)propyl)amino)ethan-1-amine